bis(3-(2H-benzotriazol-2-yl)-4-hydroxyphenyl) malonate C(CC(=O)OC1=CC(=C(C=C1)O)N1N=C2C(=N1)C=CC=C2)(=O)OC2=CC(=C(C=C2)O)N2N=C1C(=N2)C=CC=C1